1,2-Ethanediylbis(oxy-2,1-ethanediyl)bis[3-[4-hydroxy-3-methyl-5-(2-methyl-2-propanyl)phenyl]propanoate] C(COCCC(C(=O)[O-])CC1=CC(=C(C(=C1)C(C)(C)C)O)C)OCCC(C(=O)[O-])CC1=CC(=C(C(=C1)C(C)(C)C)O)C